tert-butyl [2-(5-fluoropyridin-2-yl)-2-oxo-1-(pyridin-2-yl)ethyl]carbamate FC=1C=CC(=NC1)C(C(C1=NC=CC=C1)NC(OC(C)(C)C)=O)=O